thianol S1C(CCCC1)O